N1C(=O)NC(=O)C(F)=C1 fluorouracil